ethyl (2-cyano-2-(2-(3,5-dichloro-4-((6-oxo-1-(pyridin-4-ylmethyl)-1,6-dihydropyridin-3-yl)oxy)phenyl)hydrazono)acetyl)carbamate C(#N)C(C(=O)NC(OCC)=O)=NNC1=CC(=C(C(=C1)Cl)OC1=CN(C(C=C1)=O)CC1=CC=NC=C1)Cl